N-(4-((4-methylpiperidin-1-yl)methyl)-3-(trifluoromethyl)phenyl)benzo[d][1,3]dioxolane-5-carboxamide CC1CCN(CC1)CC1=C(C=C(C=C1)NC(=O)C1=CC2=C(OCO2)C=C1)C(F)(F)F